ethyl (S)-6-(4-((benzyloxy)carbonyl)-3-(cyanomethyl)piperazin-1-yl)-2-chloro-5-nitropyrimidine-4-carboxylate C(C1=CC=CC=C1)OC(=O)N1[C@H](CN(CC1)C1=C(C(=NC(=N1)Cl)C(=O)OCC)[N+](=O)[O-])CC#N